iodo-anisole IC1=C(C=CC=C1)OC